(2-hydroxyethyl)-N-methylpiperidine-4-carboxamide OCCN1CCC(CC1)C(=O)NC